N1CC(C1)CC1=CC=2N(C=C1)N=CC2N2C(NC(CC2)=O)=O 1-(5-(azetidin-3-ylmethyl)pyrazolo[1,5-a]pyridin-3-yl)dihydropyrimidine-2,4(1H,3H)-dione